N=1N=CN2C1CCCC2 5,6,7,8-tetrahydro-[1,2,4]triazolo[4,3-a]pyridin